C(C)ON1C(N(C2=C1C=C(C=C2)C(F)(F)F)C)C2=C(C=CC(=N2)C)N2C(OCC2)=O (Z)-N'-ethoxy-6-(1-methyl-5-(trifluoromethyl)-1H-benzo[d]imidazol-2-yl)-5-(2-oxooxazolidine-3-yl)picoline